1-Butyl-3-Methyl-Imidazolium chloride [Cl-].C(CCC)N1C=[N+](C=C1)C